4-fluoro-4-piperidinecarbonitrile FC1(CCNCC1)C#N